R-(-)-1-benzyloxycarbonyl-3-aminopyrrolidine C(C1=CC=CC=C1)OC(=O)N1C[C@@H](CC1)N